6-((2,6-dimethylpyrimidin-4-yl)amino)-N-ethoxy-4-((3-(5-fluoropyrimidin-2-yl)-2-methoxyphenyl)amino)nicotinamide CC1=NC(=CC(=N1)NC1=NC=C(C(=O)NOCC)C(=C1)NC1=C(C(=CC=C1)C1=NC=C(C=N1)F)OC)C